(1S,2R)-1,2,3,4-tetrahydronaphthalen-1,2-diyl dicarbamate C(N)(O[C@@H]1[C@@H](CCC2=CC=CC=C12)OC(N)=O)=O